3-fluoro-N-(4-(trifluoromethyl)pyridin-2-yl)-benzamid FC=1C=C(C(=O)NC2=NC=CC(=C2)C(F)(F)F)C=CC1